C(#N)N1C2CCC(C1)[C@H]2NC(C2=CC=C(C=C2)C2=C(C=NC=C2)OC2=CC=CC=C2)=O N-((7R)-2-cyano-2-azabicyclo[2.2.1]heptan-7-yl)-4-(3-phenoxypyridin-4-yl)benzamide